(3-(4-(tert-butyl)piperazin-1-yl)-4-chlorophenyl)boronic acid C(C)(C)(C)N1CCN(CC1)C=1C=C(C=CC1Cl)B(O)O